ClC1=NC=C(C=C1C(=O)N)C(F)(F)F 2-chloro-5-(trifluoromethyl)pyridine-3-carboxamide